OC=1C(=NC=CC1OC)C(=O)N[C@H](C(=O)ON(C)C(C1=CC2=CC=CC=C2C=C1)C1=CC2=CC=CC=C2C=C1)C [bis(2-naphthyl)methyl-methyl-amino] (2S)-2-[(3-hydroxy-4-methoxy-pyridine-2-carbonyl) amino]propanoate